N-((2S,3S)-2-(2-fluoro-3-((1-methylcyclopropyl)ethynyl)benzyl)-1-((R)-oxetane-2-carbonyl)piperidin-3-yl)methanesulfonamide FC1=C(C[C@@H]2N(CCC[C@@H]2NS(=O)(=O)C)C(=O)[C@@H]2OCC2)C=CC=C1C#CC1(CC1)C